2-(2-bromo-6-(dimethylamino)xanthylium-9-yl)-5-sulfobenzenesulfonate BrC1=CC2=C(C3=CC=C(C=C3[O+]=C2C=C1)N(C)C)C1=C(C=C(C=C1)S(=O)(=O)O)S(=O)(=O)[O-]